Br.CN(C)C Trimethylamine HBr salt